5-(4-cyclopropyl-1H-imidazol-1-yl)-N-(6-(5,5-dimethyl-6,7-dihydro-5H-pyrrolo[2,1-c][1,2,4]triazol-3-yl)pyridin-2-yl)-2-fluoro-4-methylbenzamide C1(CC1)C=1N=CN(C1)C=1C(=CC(=C(C(=O)NC2=NC(=CC=C2)C=2N3C(=NN2)CCC3(C)C)C1)F)C